2,4-difluoro-3-[2-(trimethylsilyl)ethynyl]aniline FC1=C(N)C=CC(=C1C#C[Si](C)(C)C)F